S1C=NC(=C1)CO[C@@H]1CC2=CC[C@H]3[C@@H]4CC=C([C@@]4(C)CC[C@@H]3[C@]2(CC1)C)N1C=NC2=C1C=CC=C2 3β-(thiazol-4-ylmethoxy)-17-(1H-benzimidazol-1-yl)androsta-5,16-diene